FC1=CC=C(\C=C/2\C(C3=CC=CC=C3C2)=O)C=C1 (E)-2-(4-fluorobenzylidene)-2,3-dihydro-1H-inden-1-one